N-((7-(hydroxymethyl)-4-(6-(trifluoromethoxy)pyridin-3-yl)benzo[d]oxazol-6-yl)methyl)acrylamide diethyl-2,4-dimethylpyrrole-3,5-dicarboxylate C(C)OC(=O)C1=C(NC(=C1C)C(=O)OCC)C.OCC1=C(C=C(C=2N=COC21)C=2C=NC(=CC2)OC(F)(F)F)CNC(C=C)=O